FC=1C=CC(=C(C1)NC(=O)C=1C=2C[C@@H]3[C@H](C2N(N1)C1=C(C=C(C=C1)F)F)C3)OC (1aR,5aR)-2-(2,4-Difluoro-phenyl)-1a,2,5,5a-tetrahydro-1H-2,3-diaza-cyclopropa[a]pentalene-4-carboxylic acid (5-fluoro-2-methoxyphenyl)-amide